(R)-2-(3-(4-amino-2-oxo-3-(4-phenoxyphenyl)-2,3-dihydro-1H-imidazo[4,5-c]pyridin-1-yl)piperidine-1-carbonyl)-4-(3,3-difluoropyrrolidin-1-yl)-4-methylpent-2-enenitrile NC1=NC=CC2=C1N(C(N2[C@H]2CN(CCC2)C(=O)C(C#N)=CC(C)(C)N2CC(CC2)(F)F)=O)C2=CC=C(C=C2)OC2=CC=CC=C2